BrC=1C=CC(=C(C(=O)N)C1)C 5-bromo-2-methyl-benzamide